1,4,5-tri-O-acetyl-2,3,6-tri-O-methylgalactitol C(C)(=O)OC[C@H](OC)[C@@H](OC)[C@@H](OC(C)=O)[C@H](OC(C)=O)COC